N-((2S,3R,E)-1,3-dihydroxyoctadec-4-en-2-yl)-6-((2,2-dimethyl-7-nitro-2H-benzo[d]imidazol-4-yl)amino)hexanamide OC[C@@H]([C@@H](\C=C\CCCCCCCCCCCCC)O)NC(CCCCCNC1=CC=C(C2=NC(N=C21)(C)C)[N+](=O)[O-])=O